C1(CC1)C1=CC=2C(=NC=C(N2)C=O)O1 6-cyclopropylfuro[2,3-b]pyrazine-2-carbaldehyde